BrC=1C=CN2N=C(N=C(C21)[2H])Cl 5-bromo-2-chloropyrrolo[2,1-f][1,2,4]triazine-4-d